N[13C@@H](CCC(N)=O)[13C](=O)O L-Glutamine-1,2-13C2